COC1=NN(C=C1C(=O)N)C methoxy-1-methyl-1H-pyrazole-4-carboxamide